3-(5,6-difluoro-1-oxoisoindoline-2-yl)piperidine-2,6-dione FC=1C=C2CN(C(C2=CC1F)=O)C1C(NC(CC1)=O)=O